ClC=1C=C(C(=NC1)C1CC(=NO1)N1C[C@H](C(C1)(F)F)NS(=O)(=O)C)C1=C(C=CC=C1F)F N-[(3R)-1-{5-[5-chloro-3-(2,6-difluorophenyl)pyridin-2-yl]-4,5-dihydro-1,2-oxazol-3-yl}-4,4-difluoropyrrolidin-3-yl]methanesulfonamide